6-(azetidin-1-yl)-N-(2-(2-hydroxyethoxy)ethyl)quinoline-2-carboxamide N1(CCC1)C=1C=C2C=CC(=NC2=CC1)C(=O)NCCOCCO